6-ethylsulfonyl-7-[1-(2,2,3,3,3-pentafluoropropyl)pyrazolo[3,4-c]pyridin-5-yl]-2-(trifluoromethyl)-quinoxaline C(C)S(=O)(=O)C=1C=C2N=CC(=NC2=CC1C=1C=C2C(=CN1)N(N=C2)CC(C(F)(F)F)(F)F)C(F)(F)F